NC([C@H](CCC(=O)OC)N1C(C2=CC=CC(=C2C1)I)=O)=O Methyl (S)-5-amino-4-(4-iodo-1-oxoisoindolin-2-yl)-5-oxopentanoate